FC1=C2C(C(=C(OC2=CC=C1)C(C)N1N=C(C=2C1=NC=NC2NC)C2=CC(=C(C=C2)OC(C)C)F)C2=CC(=CC=C2)F)=O 5-fluoro-2-(1-(3-(3-fluoro-4-isopropoxyphenyl)-4-(methylamino)-1H-pyrazolo[3,4-d]pyrimidin-1-yl)ethyl)-3-(3-fluorophenyl)-4H-chromen-4-one